C(N)(=O)C=1C=C(C=CC1F)NC(=O)[C@@H]1O[C@@]([C@@H]([C@H]1C1=C(C=C(C=C1)F)OC(F)F)C)(C(F)(F)F)C (2R,3S,4R,5S)-N-(3-carbamoyl-4-fluoro-phenyl)-3-[2-(difluoromethoxy)-4-fluoro-phenyl]-4,5-dimethyl-5-(trifluoromethyl)tetrahydrofuran-2-carboxamide